Cl.O=C1N(CC2=C(C=CC=C12)C#CC1CCNCC1)C1C(NC(CC1)=O)=O 3-(1-oxo-4-(piperidin-4-ylethynyl)isoindolin-2-yl)piperidine-2,6-dione HCl salt